N-(1-(difluoromethyl)-1H-pyrazol-3-yl)-7-isopropoxy-2-(1-methyl-2-oxabicyclo[2.2.1]heptan-4-yl)imidazo[1,2-a]pyridine-6-carboxamide FC(N1N=C(C=C1)NC(=O)C=1C(=CC=2N(C1)C=C(N2)C21COC(CC2)(C1)C)OC(C)C)F